C(C)C1(COC1)COCC1=CC=C(C=C1)COCC1(COC1)CC 1,4-bis[(3-ethyloxetane-3-yl)methoxymethyl]benzene